2,2'-azobis(2-methylaminopropane) dihydrochloride Cl.Cl.N(=NC(C)(C)NC)C(C)(C)NC